ClC1=C(C=C(C(=C1)F)C1=NC=NC2=CC(=CC=C12)N1CCOCC1)C(O)C=1N=NC(=CC1)OC (2-chloro-4-fluoro-5-(7-morpholinoquinazolin-4-yl)phenyl)(6-methoxypyridazin-3-yl)methanol